[C@@H]1(C[C@H](O)[C@@H](CO)O1)N1C=CC=2C(=O)NC(N)=NC12 2'-deoxy-7-deazaguanosine